C(CC(O)(C(=O)O)CC(=O)O)(=O)O.FC(OC1=C(C=CC=C1)C1CCN(CC1)[C@H]1CC2(CN(C2)C(=O)C2COC2)CC1)F (R)-(6-(4-(2-(difluoromethoxy)phenyl)piperidin-1-yl)-2-azaspiro[3.4]octan-2-yl)(oxetan-3-yl)methanone citrate